ClC=1C=C(C=CC1)\C=C\[N+](=O)[O-] trans-1-(3-chlorophenyl)-2-nitroethylene